1-(acetoxymethyl)-4-(3,4-dichlorophenoxy)-1H-1,2,3-triazole-5-carboxylic acid C(C)(=O)OCN1N=NC(=C1C(=O)O)OC1=CC(=C(C=C1)Cl)Cl